C1(CC1)C=1N(C2=CC=C(C=C2C1C(C(=O)O)CC1=CC=CC=C1)O)C1=CC(=C(C=C1)F)C 2-(2-cyclopropyl-1-(4-fluoro-3-methylphenyl)-5-hydroxy-1H-indol-3-yl)-3-phenylpropanoic acid